4,4,5,5-tetramethyl-2-(2-methyl-5-nitrophenyl)-1,3,2-dioxaborolane CC1(OB(OC1(C)C)C1=C(C=CC(=C1)[N+](=O)[O-])C)C